C(C)OCC1(CCC(CC1)C1=C2N(N=C1CN(CCN(C(OC(C)(C)C)=O)C)C)CC(C2)(F)F)CC tert-Butyl (2-(((3-(4-(ethoxymethyl)-4-ethylcyclohexyl)-5,5-difluoro-5,6-dihydro-4H-pyrrolo[1,2-b]pyrazol-2-yl)methyl)(methyl)amino)ethyl)(methyl)carbamate